10,10-dimethyl-9-oxo-3-phenyl-3-azaspiro[5.5]undec-7-ene-8-carbonitrile CC1(C(C(=CC2(CCN(CC2)C2=CC=CC=C2)C1)C#N)=O)C